2-(chloromethyl)-1,2-butylene oxide ClCC1(CO1)CC